1-[(4-fluorophenyl)-methyl-carbamoyl]-4-[2-(N-(3-methoxyphenyl)anilino)-2-oxo-ethyl]piperidine-4-carboxylic acid FC1=CC=C(C=C1)N(C(=O)N1CCC(CC1)(C(=O)O)CC(=O)N(C1=CC=CC=C1)C1=CC(=CC=C1)OC)C